O=S1(NC=CN(C1)C(=O)[O-])=O 1,1-dioxo-1,2,5-thiadiazine-5-carboxylate